4-[1-[(1R,3R)-3-aminocyclohexyl]-4-[(2,4-dimethoxyphenyl)methylamino]-7-iodo-pyrazolo-[4,3-c]pyridin-3-yl]-N-[4-(trifluoromethyl)-2-pyridyl]benzamide N[C@H]1C[C@@H](CCC1)N1N=C(C=2C(=NC=C(C21)I)NCC2=C(C=C(C=C2)OC)OC)C2=CC=C(C(=O)NC1=NC=CC(=C1)C(F)(F)F)C=C2